ClC1=NC2=C(C=C1)NN=C2I 5-Chloro-3-iodo-1H-pyrazolo[3,4]pyridine